(2s,4s)-2-(4-(3-(Trimethylsilyl)phenyl)piperidine-1-carbonyl)-7-oxa-5-azaspiro[3.4]octan-6-one C[Si](C=1C=C(C=CC1)C1CCN(CC1)C(=O)C1CC2(C1)NC(OC2)=O)(C)C